COC=1C=C(CNC(CNC2=C(C=CC=C2)NC(C)=O)=O)C=CC1 N-(3-methoxybenzyl)-2-((2-acetamidophenyl)amino)acetamide